N-[[6-(1,7,7-Trimethylnorbornan-2-yl)oxy-2-pyridyl]sulfonyl]-2-(2,2,4-trimethylpyrrolidin-1-yl)pyridin-3-carboxamid CC12C(CC(CC1)C2(C)C)OC2=CC=CC(=N2)S(=O)(=O)NC(=O)C=2C(=NC=CC2)N2C(CC(C2)C)(C)C